(3S)-3-{[1-cyclopentyl-5-(2,6-dimethoxyphenyl)-1H-pyrazol-3-yl]formamido}-5-(morpholin-4-yl)pentanoic acid C1(CCCC1)N1N=C(C=C1C1=C(C=CC=C1OC)OC)C(=O)N[C@H](CC(=O)O)CCN1CCOCC1